C(C)(C)(C)OC(N(C1(C(=NNC1=O)C)CCO)O)=O hydroxy-N-[4-(2-hydroxyethyl)-3-methyl-5-oxo-4,5-dihydro-1H-pyrazol-4-yl]carbamic acid tert-butyl ester